α-amino-β-hydroxybutyric acid NC(C(=O)O)C(C)O